C(C)OC(COC1=NOC(=C1)[C@@H](C(=O)N1[C@@H](C[C@H](C1)O)C(=O)OC)C(C)C)OCC Methyl (2S,4R)-1-[(2S)-2-[3-(2,2-diethoxyethoxy)isoxazol-5-yl]-3-methyl-butanoyl]-4-hydroxy-pyrrolidine-2-carboxylate